CC1(CCCC1)CN 1-(1-methylcyclopentyl)methanamine